[6-[6-[(tert-butoxycarbonylamino)methyl]-5-methyl-2-pyridinyl]-7-(2,4-difluoro-6-isopropoxy-phenyl)thieno[3,2-c]pyridin-4-yl]trifluoromethanesulfonic acid C(C)(C)(C)OC(=O)NCC1=C(C=CC(=N1)C1=C(C2=C(C(=N1)OS(=O)(=O)C(F)(F)F)C=CS2)C2=C(C=C(C=C2OC(C)C)F)F)C